(2S,5Z)-undec-5-en-2-ol C[C@@H](CC\C=C/CCCCC)O